N-cyclopropyl-4-{2-[(piperidin-3-yl)amino]-5-(trifluoromethyl)pyrimidin-4-yl}-1H-pyrrol-2-carboxamide C1(CC1)NC(=O)C=1NC=C(C1)C1=NC(=NC=C1C(F)(F)F)NC1CNCCC1